ClC=1C=C(C=CC1F)C(COC)(C)NC1=NC2=C(N1)C=CC=C2CN2C(OC=C2)=N N-[2-(3-chloro-4-fluorophenyl)-1-methoxypropan-2-yl]-4-[(2-imino-2,3-dihydro-1,3-oxazol-3-yl)methyl]-1H-1,3-benzodiazol-2-amine